(R)-4-((2-(1H-pyrazol-4-yl)ethyl)amino)-5,6-dimethyl-N-(1-(thiophen-2-yl)ethyl)pyrimidine-2-carboxamide N1N=CC(=C1)CCNC1=NC(=NC(=C1C)C)C(=O)N[C@H](C)C=1SC=CC1